COC=1C=C(C=CC1OC)CC=C 1-(3,4-dimethoxyphenyl)-2-propene